FC=1C(=C(C=CC1)C(CCCCC)O)OC 1-(3-fluoro-2-methoxyphenyl)hexan-1-ol